3-(5-hydroxypyridin-3-yl)-2-(4-(4-methyl-4H-1,2,4-triazol-3-yl)piperidin-1-yl)benzonitrile OC=1C=C(C=NC1)C=1C(=C(C#N)C=CC1)N1CCC(CC1)C1=NN=CN1C